2-(methylsulfanyl)-8-(propan-2-yl)pyrido[2,3-d]pyrimidin-7(8H)-one CSC=1N=CC2=C(N1)N(C(C=C2)=O)C(C)C